C(C(C)C)(=O)NCC(=O)O 2-(isobutyrylamino)acetic acid